4-(benzyloxy)-3-(5-(1-((2-(trimethylsilyl)ethoxy)methyl)-1H-tetrazol-5-yl)pyridin-3-yl)phenyl cyclohexylcarbamate C1(CCCCC1)NC(OC1=CC(=C(C=C1)OCC1=CC=CC=C1)C=1C=NC=C(C1)C1=NN=NN1COCC[Si](C)(C)C)=O